FCC1C2C=CC(C1)C2 5-fluoromethyl-bicyclo[2.2.1]hept-2-ene